C(CCC)NC=1C=C(C(=O)OC)C=C(C1OC1=CC=CC=C1)S(=O)(=N)NCC1=NN(C=C1)C methyl 3-(butylamino)-5-[[(1-methylpyrazol-3-yl)methylamino]sulfonimidoyl]-4-phenoxy-benzoate